N-cyclohexyl-3-aminopropyl-trimethoxysilane C1(CCCCC1)NCCC[Si](OC)(OC)OC